O=C(C(SCC#CC1=CC=CC=C1)=O)C S-(3-phenylprop-2-yn-1-yl) 2-oxopropanethioate